tert-butyl 4-[8-(5-hydroxypentyl)-2-methylsulfonyl-7-oxo-pyrido[2,3-d]pyrimidin-6-yl]-8-methyl-2,3-dihydroquinoxaline-1-carboxylate OCCCCCN1C(C(=CC2=C1N=C(N=C2)S(=O)(=O)C)N2CCN(C1=C(C=CC=C21)C)C(=O)OC(C)(C)C)=O